FC=1C=CC2=C(N(C(=N2)C)C2=NC(=CC(=N2)NC2=CC=C(C=C2)C(F)(F)F)N)C1 2-(6-fluoro-2-methyl-1H-benzimidazol-1-yl)-N-[4-(trifluoromethyl)phenyl]pyrimidine-4,6-diamine